tert-butyl ((1S,2S,4S)-4-fluoro-2-(iodomethyl)cyclohexyl)carbamate F[C@@H]1C[C@@H]([C@H](CC1)NC(OC(C)(C)C)=O)CI